(3S,4S)-3-(fluoromethyl)-4-(methylamino)pyrrolidin FC[C@H]1CNC[C@H]1NC